2-(2,6-dioxopiperidin-3-yl)-5-(((1r,3r)-3-(4-(3-(4-((6-(1-hydroxylethyl)pyridazine-3-yl)oxy)phenyl)pentan-3-yl)phenoxy)cyclobutyl)amino)isoindolin-1,3-dione O=C1NC(CCC1N1C(C2=CC=C(C=C2C1=O)NC1CC(C1)OC1=CC=C(C=C1)C(CC)(CC)C1=CC=C(C=C1)OC=1N=NC(=CC1)[C@@H](C)O)=O)=O